2-Fluoro-5-(((R)-4-Methylmorpholin-2-yl)methoxy)-3-(5-methylthiazol-2-yl)-N-((R)-1-(2-(Trifluoromethyl)pyrimidin-5-yl)ethyl)benzamide FC1=C(C(=O)N[C@H](C)C=2C=NC(=NC2)C(F)(F)F)C=C(C=C1C=1SC(=CN1)C)OC[C@H]1CN(CCO1)C